tert-Butyl-4-((4'-cyano-[1,1'-biphenyl]-4-yl)amino)piperidine-1-carboxylate C(C)(C)(C)OC(=O)N1CCC(CC1)NC1=CC=C(C=C1)C1=CC=C(C=C1)C#N